[Cl-].C[N+](CCC[Si](OC)(OC)OC)(CCCNS(=O)(=O)C1=C(C=C(C=C1C)C)C)C N,N-dimethyl-3-(trimethoxysilyl)-N-(3-(2,4,6-trimethylphenylsulfonamido)propyl)propan-1-aminium chloride